CN(C/C=C/C(=O)N1CC2=C(C(C1)C1=C(C=CC=C1)C=1C(=NN(C1)CC)C(F)(F)F)C=C(S2)C#N)C (E)-6-(4-(Dimethylamino)but-2-enoyl)-4-(2-(1-ethyl-3-(trifluoromethyl)-1H-pyrazol-4-yl)phenyl)-4,5,6,7-tetrahydrothieno[2,3-c]pyridine-2-carbonitrile